(2R)-N-((R)-(3-chloro-2,4-difluorophenyl)(trans-4-(trifluoromethyl)cyclohexyl)methyl)-2-methyl-3-oxopiperazine-1-carboxamide ClC=1C(=C(C=CC1F)[C@H](NC(=O)N1[C@@H](C(NCC1)=O)C)[C@@H]1CC[C@H](CC1)C(F)(F)F)F